(3-(3-fluoroazetidin-1-yl)phenyl)formamide FC1CN(C1)C=1C=C(C=CC1)NC=O